C(#N)C1=C2C[C@H](CNC2=CC=C1)[C@@H](C1=CC=CC=C1)NCCC=1C=C(C=CC1)[C@H](C(=O)O)C |o1:28| (R or S)-2-(3-(2-(((S)-((R)-5-cyano-1,2,3,4-tetrahydroquinolin-3-yl)(phenyl)methyl)amino)ethyl)phenyl)propanoic acid